2,6-diisopropylphenylimino-tert-butylmolybdenum (VI) C(C)(C)C1=C(C(=CC=C1)C(C)C)N=[Mo+3]C(C)(C)C